NC1=NC=2C=CC(=CC2C2=C1N=CN2CC2=CC(=CC=C2)CN2CCCC2)C 4-Amino-8-methyl-1-(3-(pyrrolidin-1-ylmethyl)benzyl)-1H-imidazo[4,5-c]quinoline